C(C)(C)(C)OC(=O)N1CCC(C2=CC=CC=C12)NCC=1C(=NC(=NC1)SC)NC 4-[[4-(methylamino)-2-methylsulfanyl-pyrimidin-5-yl]methylamino]-3,4-dihydro-2H-quinoline-1-carboxylic acid tert-butyl ester